1-(3,7-dibromo-10H-benzo[b]pyrido[2,3-e][1,4]oxazin-10-yl)-3-morpholinopropan-2-ol BrC1=CC2=C(N(C3=C(O2)C=C(C=C3)Br)CC(CN3CCOCC3)O)N=C1